C1CCC(CC1)C(=O)N 4-cyclohexanecarboxamide